N1N=NCC1 4,5-dihydro-1H-[1,2,3]triazole